(2s)-N-{(1s)-1-Cyano-2-[4'-(methylsulfonyl)biphenyl-4-yl]ethyl}-1,4-oxazepane-2-carboxamide C(#N)[C@H](CC1=CC=C(C=C1)C1=CC=C(C=C1)S(=O)(=O)C)NC(=O)[C@H]1OCCCNC1